benzyl N-[2-amino-2-[3-(3-fluorophenyl)-1,2,4-oxadiazol-5-yl]ethyl]carbamate hydrochloride Cl.NC(CNC(OCC1=CC=CC=C1)=O)C1=NC(=NO1)C1=CC(=CC=C1)F